ClC1=CC2=C(C3=C(O2)C(=CC=C3)N3C2=CC=CC=C2C=2C=C(C=CC32)C3=CC=CC=C3)C=C1 9-(7-chlorodibenzo[b,D]furan-4-yl)-3-phenyl-9H-carbazole